5-Chloro-2-cyanopyridin-3-yl 3-[4-(2-aminothiazol-4-yl)-1H-1,2,3-triazol-1-yl]-3-deoxy-2-O-ethyl-1-thio-α-D-galactopyranoside NC=1SC=C(N1)C=1N=NN(C1)[C@@H]1[C@H]([C@@H](SC=2C(=NC=C(C2)Cl)C#N)O[C@@H]([C@@H]1O)CO)OCC